CC1(CN(C=2N=C(N=CC21)CO)C2=CC=C(C=C2)OC2=CC=CC=C2)C [5,5-dimethyl-7-(4-phenoxyphenyl)-6H-pyrrolo[2,3-d]pyrimidin-2-yl]methanol